4-(1-Chloroethyl)-2-isopropyl-triazole ClC(C)C1=NN(N=C1)C(C)C